2-ethyl-1,4-epoxycyclohexane C(C)C1C2CCC(C1)O2